BrC1=C(OC2=C(C(S\C(=C(\C)/N(C=O)CC=3C(=NC(=NC3)C)N)\CCO)=O)C=CC=C2)C=CC=C1 (Z)-S-(2-(N-((4-amino-2-methylpyrimidin-5-yl)methyl)formamido)-5-hydroxypent-2-en-3-yl) 2-(2-bromophenoxy)benzothioate